N[C@H]1CC=CC[C@@H]1C1=C(C=2N=C(N=C(C2S1)NCC=1OC=CC1)Cl)Br 6-((1s,6s)-6-aminocyclohex-3-en-1-yl)-7-bromo-2-chloro-N-(furan-2-ylmethyl)thieno[3,2-d]pyrimidin-4-amine